vinyl-bis(n-pentoxy)methylsilane C(=C)[SiH2]C(OCCCCC)OCCCCC